C(C)(=O)OC1=CC=C(C=C1)C1=C(C(=NO1)C)N(C(=O)O[C@H](C)C1=C(C=CC=C1)Cl)C(=O)OC(C)(C)C (R)-4-(4-((tert-butoxycarbonyl)((1-(2-chlorophenyl)ethoxy)carbonyl)amino)-3-methylisoxazol-5-yl)phenyl acetate